[2-(aminomethyl)-3,3-difluoro-allyl]-4-[6-[6-(dimethylamino)-3-pyridinyl]-2-pyridinyl]-1,2,4-triazol-3-one trifluoroacetate salt FC(C(=O)O)(F)F.NCC(CC=1N(C(NN1)=O)C1=NC(=CC=C1)C=1C=NC(=CC1)N(C)C)=C(F)F